ClC1=NC=C(C(=N1)N1C=2N(CC3(C1)CCC3)N=CC2)F 4'-(2-chloro-5-fluoropyrimidin-4-yl)-5',7'-dihydrospiro[cyclobutane-1,6'-pyrazolo[1,5-a]pyrimidine]